(4-((3-bromoimidazo[1,2-b]pyridazin-6-yl)oxy)-2-fluorophenyl)-4-ethoxy-1-(4-fluorophenyl)-2-keto-1,2-dihydropyridine-3-carboxamide BrC1=CN=C2N1N=C(C=C2)OC2=CC(=C(C=C2)C=2C(=C(C(N(C2)C2=CC=C(C=C2)F)=O)C(=O)N)OCC)F